Cl.Cl.NC1=CC=C(C(=N1)C)CNC([C@H](C)NC(=O)[C@@H]1NC[C@@H](C1)C(C)C1=CC=CC=C1)=O (2R,4S)-N-((S)-1-(((6-Amino-2-methylpyridin-3-yl)methyl)amino)-1-oxopropan-2-yl)-4-((+)-1-phenylethyl)pyrrolidine-2-carboxamide dihydrochloride